manganese tetrachloropyridine ClC=1C(=C(C(=NC1)Cl)Cl)Cl.[Mn]